ClC1=NC(=CC(=C1)C=1C(=NN2C1N=C(C=C2)N[C@H]2CNCCC2)C=2C=C(C#N)C=CC2)C |r| 3-[3-(2-chloro-6-methyl-4-pyridinyl)-5-[[rac-(3R)-3-piperidinyl]amino]pyrazolo[1,5-a]pyrimidin-2-yl]benzonitrile